N,N-dimethylcinnamamide CN(C(C=CC1=CC=CC=C1)=O)C